CC1=CC(=CC2=C1C(=O)C3=C(C=C(C=C3O2)OC)O)OC The molecule is a member of the class of xanthones that is 9H-xanthen-9-one substituted by a hydroxy group at position 1, a methyl group at position 8 and methoxy groups at positions 3 and 6. It has been isolated from the bark of Cupania cinerea. It has a role as a plant metabolite. It is a member of xanthones, a member of phenols and an aromatic ether.